C(C)(C)(C)C1=CC2=C(C3=CC=CC=C3C(=C2C=C1)OC(C1=CC=C(C=C1)C(C)(C)C)=O)OC(C1=CC=C(C=C1)C(C)(C)C)=O 2-tert-butyl-9,10-bis(4-tert-butylbenzoyloxy)anthracene